C(C)(C)(C)C=1C(=NC(=CC1)N1CCC(CC1)(F)F)C 3-(tert-butyl)-6-(4,4-difluoropiperidin-1-yl)-2-methylpyridine